FC1=C(C=CC=C1)C1=CC(=CN1S(=O)(=O)C1=CC=C(C=C1)OC)C=O 5-(2-fluorophenyl)-1-((4-methoxyphenyl)sulfonyl)-1H-pyrrole-3-carbaldehyde